2-(2,6-dioxopiperidin-3-yl)-4-fluoro-5-((4-(6-((5-fluoro-4-(4-fluoro-1-isopropyl-2-Methyl-1H-benzo[d]imidazol-6-yl)pyrimidin-2-yl)amino)pyridin-3-yl)piperazin-1-yl)methyl)isoindoline O=C1NC(CCC1N1CC2=CC=C(C(=C2C1)F)CN1CCN(CC1)C=1C=NC(=CC1)NC1=NC=C(C(=N1)C=1C=C(C2=C(N(C(=N2)C)C(C)C)C1)F)F)=O